BrC1=CSC2=C1N(C=C2)CC2=CC=C(C=C2)C=2C=NC=CC2 3-bromo-4-(4-(pyridin-3-yl)benzyl)-4H-thieno[3,2-b]pyrrole